4-(benzyloxy)-3-(dimethylamino)-5-(1,3-dioxolan-2-yl)benzoic acid C(C1=CC=CC=C1)OC1=C(C=C(C(=O)O)C=C1C1OCCO1)N(C)C